COC=1C=C(C=C(C1)OC)C#CC1=CNC2=NC=CN=C21 7-(3,5-dimethoxyphenylethynyl)-5H-pyrrolo[2,3-b]pyrazine